C(C)(C)(C)OC(=O)N1C(COCC(C1)N)(C)C 6-amino-3,3-dimethyl-1,4-oxazepan-4-carboxylic acid tert-butyl ester